Butyric acid n-propyl ester C(CC)OC(CCC)=O